CN1N=NC2=C1C=CC(=C2C)C(CC(=O)O)C2=CC(=C(C=C2)C)CN2CC(OC1=C(C2)C=CC(=C1)F)(C)C 3-(1,4-Dimethyl-1H-benzo[d][1,2,3]triazol-5-yl)-3-(3-((8-fluoro-2,2-dimethyl-2,3-dihydrobenzo[f][1,4]oxazepin-4(5H)-yl)methyl)-4-methylphenyl)propanoic acid